4-bromo-7-methyl-1-(tetrahydro-2H-pyran-2-yl)-1H-indazole BrC1=C2C=NN(C2=C(C=C1)C)C1OCCCC1